NCCNC(C)[Si](OC)(OC)OC N-(β-aminoethyl)-α-aminoethyltrimethoxysilane